N-[3-carbamoyl-1-[4-(hydroxymethyl)phenyl]pyrazol-4-yl]-4-cyano-pyridine-2-carboxamide C(N)(=O)C1=NN(C=C1NC(=O)C1=NC=CC(=C1)C#N)C1=CC=C(C=C1)CO